glycerol monovalerate C(CCCC)(=O)OCC(O)CO